[3-(9-Carbazolyl)-9-oxa-1-fluorenyl]tris(phenyl)silane C1=CC=CC=2C3=CC=CC=C3N(C12)C=1C=C(C=2OC3=CC=CC=C3C2C1)[Si](C1=CC=CC=C1)(C1=CC=CC=C1)C1=CC=CC=C1